3-(5-((3-benzhydryl-imidazolidin-1-yl)methyl)-7-fluoro-1-oxo-isoindolin-2-yl)piperidine-2,6-dione C(C1=CC=CC=C1)(C1=CC=CC=C1)N1CN(CC1)CC=1C=C2CN(C(C2=C(C1)F)=O)C1C(NC(CC1)=O)=O